N-(8,9-difluoro-6-oxo-1,2,3,4,5,6-hexahydrophenanthridin-1-yl)-4-(difluoromethyl)-6-fluoro-N-methyl-1H-indole-2-carboxamide FC=1C=C2C(NC=3CCCC(C3C2=CC1F)N(C(=O)C=1NC2=CC(=CC(=C2C1)C(F)F)F)C)=O